ClC=1C2=CN(N=C2C(=C(C1)C1=CC=C(C=C1)CCN1CC(C1)C(C)O)Cl)C(C(=O)NC=1SC=CN1)C1=C2N(C=N1)C[C@@H](C2)F (4,7-Dichloro-6-(4-(2-(3-(1-hydroxyethyl)azetidin-1-yl)ethyl)phenyl)-2H-indazol-2-yl)-2-((R)-6-fluoro-6,7-dihydro-5H-pyrrolo[1,2-c]imidazol-1-yl)-N-(thiazol-2-yl)acetamide